isobutyric acid (2R,3R,4R,5R)-5-(4-amino-5-carbamoyl-pyrrolo[2,3-d]pyrimidin-7-yl)-4-ethynyl-4-hydroxy-2-isobutyryloxymethyl-tetrahydro-furan-3-yl ester NC=1C2=C(N=CN1)N(C=C2C(N)=O)[C@H]2[C@@]([C@@H]([C@H](O2)COC(C(C)C)=O)OC(C(C)C)=O)(O)C#C